C(C)(C)(C)OC(=O)N1CCC(CCC1)CO.C\C=C\C1=CC=CC=C1 trans-β-methyl-styrene tert-butyl-4-(hydroxymethyl)azepane-1-carboxylate